FC=1C=C(C=C(C1)F)[C@@H]1CC=NN1C(=O)N1CC(C1)OC1=CC(=NC=C1F)C=1C(=NN(C1C)CC(=O)OC)C methyl (S)-2-(4-(4-((1-(5-(3,5-difluorophenyl)-4,5-dihydro-1H-pyrazole-1-carbonyl)azetidin-3-yl)oxy)-5-fluoropyridin-2-yl)-3,5-dimethyl-1H-pyrazol-1-yl)acetate